N-{[1-({3,4-difluoro-2-[(2-fluoro-4-iodophenyl)amino]phenyl}carbonyl)-3-hydroxyazetidin-3-yl]methyl}-L-alanine FC=1C(=C(C=CC1F)C(=O)N1CC(C1)(O)CN[C@@H](C)C(=O)O)NC1=C(C=C(C=C1)I)F